ethyl 2-(N-propylsulfamoyl)thiazole-4-carboxylate C(CC)NS(=O)(=O)C=1SC=C(N1)C(=O)OCC